FC1(CCN(CC1)C(=O)C=1C=C2C=CC(=C(C2=CC1)C=1C=C2C=CNC(C2=CN1)=O)F)F 6-[6-(4,4-difluoropiperidine-1-carbonyl)-2-fluoro-1-naphthyl]-2H-2,7-naphthyridin-1-one